C(C)OC=1C=2N(C=C(N1)C(=O)NC1=C(C(=CC=C1)F)OC)C=C(N2)C21COC(C2)(C1)C 8-Ethoxy-N-(3-fluoro-2-methoxyphenyl)-2-(1-methyl-2-oxabicyclo[2.1.1]hexan-4-yl)imidazo[1,2-a]pyrazine-6-carboxamide